N-ethyl-N'-(4-(3-((3-fluoro-2-methylbenzyl)oxy)oxetan-3-yl)-2,5-dimethylphenyl)-N-methylformimidamide C(C)N(C=NC1=C(C=C(C(=C1)C)C1(COC1)OCC1=C(C(=CC=C1)F)C)C)C